[F-].C(O)(O)=O.[Na+] sodium carbonate, fluoride salt